N-(2-(5-oxo-2-(((tetrahydro-2H-pyran-4-yl)methyl)amino)-5,7-dihydro-6H-pyrrolo[3,4-b]pyridin-6-yl)ethyl)acetamide O=C1N(CC2=NC(=CC=C21)NCC2CCOCC2)CCNC(C)=O